C(C)(C)(C)OC(=O)O[C@@H]1[C@H]([C@H](N(C1)C(=O)OC(C)(C)C)CC1=CC=C(C=C1)OC)OC(CCC(F)(F)F)=O tert-butyl (2R,3S,4S)-4-[(tert-butoxycarbonyl)oxy]-2-[(4-methoxyphenyl)methyl]-3-[(4,4,4-trifluorobutanoyl) oxy]pyrrolidine-1-carboxylate